CC1(OB(OC1(C)C)C=1CC2CCC(C1)N2C(=O)[O-])C 3-(4,4,5,5-tetramethyl-1,3,2-dioxaborolan-2-yl)-8-azabicyclo[3.2.1]oct-3-ene-8-carboxylate